3-[(3-cyclopropyl-1,2,4-oxadiazol-5-yl)methyl]-1-(3-fluorophenyl)urea C1(CC1)C1=NOC(=N1)CNC(NC1=CC(=CC=C1)F)=O